C(CCCCCCCCCCCCCCC)(=O)OC[C@@H]1[C@H]([C@@H]([C@H]([C@@H](O1)O[C@@H]1CC2=CC[C@H]3[C@@H]4CC[C@H]([C@@H](CCCC(C)C)C)[C@]4(CC[C@@H]3[C@]2(CC1)C)C)O)O)O 3-O-(6'-O-hexadecanoyl-beta-D-glucopyranosyl)-cholest-5-en-3beta-ol